N1=NC(=NN=C1)C1=CC=C(CNC(CCCC(=O)O)=O)C=C1 5-[4-(1,2,4,5-tetrazin-3-yl)benzylamino]-5-oxopentanoic acid